C1(CC1)CNCC=1C=C(C=C(C1)C)N1C(C2=CC(=CC=C2C1)C1(COC1)CC1=NN=CN1C)=O 2-(3-(((Cyclopropylmethyl)amino)methyl)-5-methylphenyl)-6-(3-((4-methyl-4H-1,2,4-triazol-3-yl)methyl)oxetan-3-yl)isoindolin-1-one